2,4-Dichloro-7-((3aS,4R,6R,6aR)-2,2-dimethyl-6-phenyltetrahydro-4H-cyclopenta[d][1,3]dioxol-4-yl)-7H-pyrrolo[2,3-d]pyrimidine ClC=1N=C(C2=C(N1)N(C=C2)[C@@H]2C[C@@H]([C@H]1OC(O[C@H]12)(C)C)C1=CC=CC=C1)Cl